(S)-5-methyl-6-oxo-6,6a,7,8,9,10-hexahydro-5H-pyrazino[1,2-a]pyrido[3,2-e]pyrazin-3-carbonitrile CN1C([C@H]2N(C3=C1C=C(C=N3)C#N)CCNC2)=O